ClC1=CC=C(C=C1)C12CC3(CC(CC(C1)C3)C2)C(C)NC2=CC=CC=C2 {1-[3-(4-Chloro-phenyl)-adamantan-1-yl]-ethyl}-phenyl-amine